3-Phenylpiperidin-4-amine C1(=CC=CC=C1)C1CNCCC1N